ethyl (2-cyano-2-(2-(3,5-dichloro-4-((1-oxo-1,2,3,4-tetrahydroisoquinolin-7-yl)oxy)phenyl)hydrazono)acetyl)carbamate C(#N)C(C(=O)NC(OCC)=O)=NNC1=CC(=C(C(=C1)Cl)OC1=CC=C2CCNC(C2=C1)=O)Cl